(R or S)-N-(1-(1-(6-(azetidin-1-yl)pyridin-3-yl)ethyl)-1H-pyrazol-4-yl)-6-(3-chloro-6-(difluoromethyl)-2-fluorophenyl)pyrazine-2-carboxamide N1(CCC1)C1=CC=C(C=N1)[C@@H](C)N1N=CC(=C1)NC(=O)C1=NC(=CN=C1)C1=C(C(=CC=C1C(F)F)Cl)F |o1:10|